ClC=1C(=C(C=CC1)CNC(CN[C@H]1COCC1)=O)F (R)-N-(3-chloro-2-fluorophenylmethyl)-2-((tetrahydrofuran-3-yl)amino)acetamide